CC1=NC(NC(=N1)C)=O 4,6-dimethyl-1,3,5-triazin-2(1H)-one